C(#N)C1=NC2=CC(=CC(=C2N=C1N1C(CN(CC1)C1=CC=C(C=C1)F)C)[C@@H](C)NC1=C(C(=O)O)C=CC=C1)C 2-(((1R)-1-(2-cyano-3-(4-(4-fluorophenyl)-2-methylpiperazin-1-yl)-7-methylquinoxalin-5-yl)ethyl)amino)benzoic acid